3-((1-(1-(2-chloro-6-fluorophenyl)ethyl)-1H-pyrazol-4-yl)ethynyl)-5-(pyrazin-2-yl)isoxazole ClC1=C(C(=CC=C1)F)C(C)N1N=CC(=C1)C#CC1=NOC(=C1)C1=NC=CN=C1